5,7-dimethyl-1-tosyl-4-vinyl-1H-indole CC=1C(=C2C=CN(C2=C(C1)C)S(=O)(=O)C1=CC=C(C)C=C1)C=C